2-{[6-(methanesulfonylmethyl)pyridin-3-yl]amino}-5H,6H,7H,8H-pyrido[3,4-d]pyrimidine-7-carboxylate CS(=O)(=O)CC1=CC=C(C=N1)NC=1N=CC2=C(N1)CN(CC2)C(=O)[O-]